1-(6-(2,4-dioxo-1,2,3,4-tetrahydropyrimidin-5-yl)imidazo[1,2-b]pyridazin-8-yl)-4,4-difluoropyrrolidin-3-yl ethylcarbamate C(C)NC(OC1CN(CC1(F)F)C=1C=2N(N=C(C1)C=1C(NC(NC1)=O)=O)C=CN2)=O